(2R)-1-[(6-chloro-4,5-dimethylpyridazin-3-yl)amino]propan-2-ol ClC1=C(C(=C(N=N1)NC[C@@H](C)O)C)C